N1(C=NC=C1)C=1C=C(CN(CCC2=CC=C(C=C2)NC(=O)C2=C(C=C(C(=C2)OC)OC)NC(=O)C=2OC3=CC=CC=C3C(C2)=O)CC=2C=NC=CC2)C=CC1 N-(2-((4-(2-((3-(1H-Imidazol-1-yl)benzyl)(pyridin-3-ylmethyl)amino)ethyl)phenyl)carbamoyl)-4,5-dimethoxyphenyl)-4-oxo-4H-chromene-2-carboxamide